C(OCCCCCCCCCC)(OCCCCCNCCO)=O Decyl (5-((2-hydroxyethyl)amino)pentyl) Carbonate